4-benzyl-N-[5-(difluoromethoxy)-3-methoxypyridin-2-yl]-1H-pyrrole-3-sulfonamide C(C1=CC=CC=C1)C=1C(=CNC1)S(=O)(=O)NC1=NC=C(C=C1OC)OC(F)F